CC1=NC(=CC=C1C=1C(=C(C(=C(C1N1C2=CC=CC=C2C=2C=CC=CC12)N1C2=CC=CC=C2C=2C=CC=CC12)C1=CC=NC=C1)N1C2=CC=CC=C2C=2C=CC=CC12)N1C2=CC=CC=C2C=2C=CC=CC12)C 9,9',9'',9'''-(3-(2,6-dimethylpyridin-3-yl)-6-(pyridin-4-yl)benzene-1,2,4,5-tetrayl)tetrakis(9H-carbazole)